tert-butyl 4-((8-cyclopentyl-6-(difluoromethyl)-7-oxo-7,8-dihydropyrido[2,3-d]pyrimidin-2-yl)amino)piperidine-1-carboxylate C1(CCCC1)N1C(C(=CC2=C1N=C(N=C2)NC2CCN(CC2)C(=O)OC(C)(C)C)C(F)F)=O